C(C)(=O)OC(CC1=CC(=CC(=C1)O)O)CCCCCCCCCC(C)O [1-(3,5-dihydroxyphenyl)-12-hydroxy tridecan-2-yl] acetate